CC1NCCOC1C=1C=NNC1 3-methyl-2-(1H-pyrazol-4-yl)morpholine